CNC(=O)C1=CC(=CC=C1)C(=O)NC1CCC(CC1)NC1=CC(=NC2=CC=C(C=C12)Cl)C(F)(F)F N1-methyl-N3-[(1s,4s)-4-{[6-chloro-2-(trifluoromethyl)quinolin-4-yl]amino}cyclohexyl]benzene-1,3-dicarboxamide